COC(=O)C=1C=C(C=CC1)C1N(CCC1)C(=O)OC(C)(C)C tert-Butyl 2-(3-(methoxycarbonyl)phenyl)pyrrolidine-1-carboxylate